methyl 2-[4-({4-cyclopropoxy-5-[(2,6-dichlorophenyl)carbamoyl]pyrimidin-2-yl}amino)-1H-pyrazol-1-yl]propanoate C1(CC1)OC1=NC(=NC=C1C(NC1=C(C=CC=C1Cl)Cl)=O)NC=1C=NN(C1)C(C(=O)OC)C